(2-oxo-2,3,4,5-tetrahydro-1H-benzo[b]azepin-3-yl)carbamic acid tert-butyl ester C(C)(C)(C)OC(NC1CCC2=C(NC1=O)C=CC=C2)=O